[Ru+2].CC1=C(C(=CC(=C1)C)C)N1C(N(CC1)C1=C(C=C(C=C1C)C)C)=C(C=CC=C(C)C)P(C1=C(C(=CC=C1)Cl)Cl)CC [1,3-bis-(2,4,6-trimethylphenyl)-2-imidazolidinylidene]dichloro(3-methyl-2-butenylidene)(diethylphenylphosphine) ruthenium(II)